O(C1=CC=CC=C1)CC(=O)O phenoxy-acetic acid